2-(4-(1-(1-propenylpiperidin-3-yl)-5-aminoimidazo[1,5-c]pyrimidin-3-yl)-3-fluorophenoxy)isonicotinic acid C(=CC)N1CC(CCC1)C=1N=C(N2C(=NC=CC21)N)C2=C(C=C(OC=1C=C(C(=O)O)C=CN1)C=C2)F